CC1=C(C=C(CC1)NC2=NC=C(C(=N2)NC3=CC(=C(C=C3)OC)Cl)F)OCC(=O)NC N4-(3-chloro-4-methoxyphenyl)-5-fluoro-N2-[3-[(N-methylamino)carbonylmethyleneoxy]phenyl]-2,4-pyrimidinediamine